(((bis(4-(tributylsilyl)phenyl)phosphaneyl)(isopropyl)amino)phosphanediyl)bis(2,1-phenylene) dimethanesulfonate CS(=O)(=O)OC1=C(C=CC=C1)P(C1=C(C=CC=C1)OS(=O)(=O)C)N(C(C)C)P(C1=CC=C(C=C1)[Si](CCCC)(CCCC)CCCC)C1=CC=C(C=C1)[Si](CCCC)(CCCC)CCCC